10-(2-bromo-3-phenoxyphenoxy)-7,7-dimethyl-N,N-diphenyl-7H-benzo[de]anthracene-3-amine BrC1=C(OC2=CC=3C4=C5C(C=CC=C5C(C3C=C2)(C)C)=C(C=C4)N(C4=CC=CC=C4)C4=CC=CC=C4)C=CC=C1OC1=CC=CC=C1